BrC1=NC(=C(C(=O)N(C2=NC=CC(=N2)N2CCC(CC2)(F)F)C(C2=C(N=C(C=C2)Br)N2CCC3(CC3)CC2)=O)C=C1)N1CCC2(CC2)CC1 6-Bromo-N-(6-bromo-2-(6-azaspiro[2.5]octan-6-yl)nicotinoyl)-N-(4-(4,4-difluoropiperidin-1-yl)pyrimidin-2-yl)-2-(6-azaspiro[2.5]octan-6-yl)nicotinamide